(E)-3-(2-chlorophenyl)-N'-cinnamoylacrylohydrazide ClC1=C(C=CC=C1)/C=C/C(=O)NNC(C=CC1=CC=CC=C1)=O